methyl-3-(1,2,3,4-tetrahydro-1,4-epoxynaphthalen-6-yl)tetrahydro-1H-pyrrolizine CC1CC(N2CCC=C12)C=1C=C2C3CCC(C2=CC1)O3